5-[3-(2-bromophenylamino)-2-hydroxypropyl]-1,3,4-oxadiazol-2(3H)-one BrC1=C(C=CC=C1)NCC(CC1=NNC(O1)=O)O